2-methyl-N'-(1-(naphthalen-1-yl)ethyl)-5-nitrobenzohydrazide CC1=C(C(=O)NNC(C)C2=CC=CC3=CC=CC=C23)C=C(C=C1)[N+](=O)[O-]